3-Methacryloxypropyltrimethoxysilane C(C(=C)C)(=O)OCCC[Si](OC)(OC)OC